C(C)OC(=O)C1=CC2=C(N(C=N2)C)C=C1 1-methyl-1H-benzo[d]imidazole-5-carboxylic acid ethyl ester